tert-butyl 5-((4-methoxybenzyl) thio)-1H-benzo[d]imidazole-1-carboxylate COC1=CC=C(CSC2=CC3=C(N(C=N3)C(=O)OC(C)(C)C)C=C2)C=C1